4-methoxy-N-(3-(thiazol-2-yl)isoxazol-5-yl)benzamide COC1=CC=C(C(=O)NC2=CC(=NO2)C=2SC=CN2)C=C1